Isopropyl-3-(3,5-difluorophenyl)-5-(1-methylsulfonyloxyethyl)-4H-isoxazol-5-carboxylat C(C)(C)OC(=O)C1(CC(=NO1)C1=CC(=CC(=C1)F)F)C(C)OS(=O)(=O)C